FC(C)(C)C1=CC(=NC=C1)C(=O)NC1=CC(=C(C=C1)C)C1=CC2=C(N=C(N=C2)NC=2C=NN(C2)C)N2C1=NCC2 4-(2-fluoropropan-2-yl)-N-(4-methyl-3-(2-((1-methyl-1H-pyrazol-4-yl)amino)-8,9-dihydroimidazo[1',2':1,6]pyrido[2,3-d]pyrimidin-6-yl)phenyl)picolinamide